13-methyl-6-oxo-7,8,9,11,12,13,14,15,16,17-decahydro-6H-cyclopenta[a]phenanthrene-3,17-diyl diacetate C(C)(=O)OC=1C=CC=2C3CCC4(C(CCC4C3CC(C2C1)=O)OC(C)=O)C